N-(3-chloro-4-fluorophenyl)-5-(isothiazol-3-yl)-2-methyl-2H-1,2,6-thiadiazine-3-carboxamide 1,1-dioxide ClC=1C=C(C=CC1F)NC(=O)C=1N(S(N=C(C1)C1=NSC=C1)(=O)=O)C